decanal-1,2,2,3,3-d5 C(C(C(CCCCCCC)([2H])[2H])([2H])[2H])(=O)[2H]